COC(=O)[C@H]1N(C[C@@H](C1)F)CC(C(C)Cl)=C (2s,4r)-1-(3-chloro-2-methylenebutyl)-4-fluoro-pyrrolidine-2-carboxylic acid methyl ester